ClN1CN(C=C1C)CC1=CC(C(=C(N1CC)C1=CC(=C(C=C1)Cl)Cl)C(=O)O)=O 6-[(3-chloro-4-methyl-imidazol-1-yl)methyl]-2-(3,4-dichlorophenyl)-1-ethyl-4-oxo-pyridine-3-carboxylic acid